(trifluoromethyl)-4-((trimethylsilyl)ethynyl)phenol FC(F)(F)C1=C(C=CC(=C1)C#C[Si](C)(C)C)O